1-amino-5-(2-boronoethyl)-2-((dimethylamino)methyl)-4,4-dimethylcyclohexane-1-carboxylic acid NC1(C(CC(C(C1)CCB(O)O)(C)C)CN(C)C)C(=O)O